2',5-dichloro-N-(5-cyano-6-cyclopropylpyridin-3-yl)-2,4'-difluoro-[1,1'-biphenyl]-4-carboxamide ClC1=C(C=CC(=C1)F)C1=C(C=C(C(=C1)Cl)C(=O)NC=1C=NC(=C(C1)C#N)C1CC1)F